7-((3s,4r)-4-ethyltetrahydrofuran-3-yl)-2-((3-isopropoxy-1-methyl-pyrazol-4-yl)amino)-7H-pyrrolo[2,3-d]pyrimidine-6-carbonitrile C(C)[C@@H]1[C@@H](COC1)N1C(=CC2=C1N=C(N=C2)NC=2C(=NN(C2)C)OC(C)C)C#N